BrC1=CC=C(C=C1)S(=O)(=O)N1CC(C1)C(F)(F)F 1-(4-bromophenyl)sulfonyl-3-(trifluoromethyl)azetidine